C(=O)C1=C2C(=NC(=C1)C(=O)NC1=CC(=CC=C1)C1(CC(C1)C)C1=NN=CN1C)C1(CN2)CC1 7'-formyl-N-(3-((1s,3s)-3-methyl-1-(4-methyl-4H-1,2,4-triazol-3-yl)cyclobutyl)phenyl)-1',2'-dihydrospiro[cyclopropane-1,3'-pyrrolo[3,2-b]pyridine]-5'-carboxamide